4-{[2-(6-Chloro-benzothiazol-2-ylamino)-1-methyl-1H-benzoimidazole-5-carbonyl]-amino}-trans-cyclohexanecarboxylic acid ClC1=CC2=C(N=C(S2)NC2=NC3=C(N2C)C=CC(=C3)C(=O)N[C@@H]3CC[C@H](CC3)C(=O)O)C=C1